FC(OC1=NC=CC(=C1)CNC(=O)C1(CN(C(C1)=O)C1=CC(=CC(=C1)F)F)C)F N-[[2-(difluoromethoxy)pyridin-4-yl]methyl]-1-(3,5-difluorophenyl)-3-methyl-5-oxopyrrolidine-3-carboxamide